7-amino-2H-pyrrolo[1,2-a]pyrazin-1-one NC=1C=C2N(C=CNC2=O)C1